COCCN1N=C(C(=C1)NC(=O)C1=CC=C(O1)C=1C=NN(C1)C(=O)OC(COCC1=CC=C(C=C1)OC)(C)C)C1=NC=CC=C1 1-((4-methoxybenzyl)oxy)-2-methylpropan-2-yl 4-(5-((1-(2-methoxyethyl)-3-(pyridin-2-yl)-1H-pyrazol-4-yl)carbamoyl)furan-2-yl)-1H-pyrazole-1-carboxylate